2,7-bis(2-chlorobenzoyl)-9-(2-chlorophenyl)acridine butyl-(4-hydroxycyclohexyl)carbamate C(CCC)N(C(O)=O)C1CCC(CC1)O.ClC1=C(C(=O)C2=CC3=C(C4=CC(=CC=C4N=C3C=C2)C(C2=C(C=CC=C2)Cl)=O)C2=C(C=CC=C2)Cl)C=CC=C1